ClC1=C(C=CC=C1)CC(=O)N1CCN(CC1)C=1C=CC=2N(N1)C=NN2 2-(2-chlorophenyl)-1-(4-{[1,2,4]triazolo[4,3-b]pyridazin-6-yl}piperazin-1-yl)ethan-1-one